COC1=C(C=C(C=C1)OC1=CC=C(C=C1)C(F)(F)F)NC(=O)C1CN(CC1)S(=O)(=O)C N-(2-Methoxy-5-(4-(trifluoromethyl)phenoxy)phenyl)-1-(methylsulfonyl)-pyrrolidine-3-carboxamide